C(#C)C1=NC2=C(N1C)C=C(C(=C2)C2=C(C1=C(N=CN=C1N)N2C)C2=CC(=C(C=C2)OC2=NC=CC(=N2)C)F)OC 6-(2-ethynyl-6-methoxy-1-methyl-1H-benzo[d]imidazol-5-yl)-5-(3-fluoro-4-((4-methylpyrimidin-2-yl)oxy)phenyl)-7-methyl-7H-pyrrolo[2,3-d]pyrimidin-4-amine